17α-(2-(tert-Butylperoxy)-ethoxy)-5α-androstan-3β-ol C(C)(C)(C)OOCCO[C@H]1[C@]2(C)[C@@H](CC1)[C@@H]1CC[C@H]3C[C@H](CC[C@]3(C)[C@H]1CC2)O